C(C)OC(NC1=NN2C(C(=NC(=C2)Br)NCC2=C(C=C(C=C2)OC)OC)=N1)=O (6-bromo-8-((2,4-dimethoxybenzyl)amino)-[1,2,4]triazolo[1,5-a]pyrazin-2-yl)carbamic acid ethyl ester